(3-Benzyl-oxycyclobutyl)methanol C(C1=CC=CC=C1)OC1CC(C1)CO